5-(4-((2-methoxy-5-methyl-3-oxo-4H-quinoxalin-6-yl)methyl)piperazin-1-yl)-6-methyl-N-(methyl-d3)pyridineamide COC1=NC2=CC=C(C(=C2NC1=O)C)CN1CCN(CC1)C=1C=CC(=NC1C)C(=O)NC([2H])([2H])[2H]